2-((1R,4R)-4-((((R)-1,4-dioxan-2-yl)methyl)(6-(trifluoromethoxy)pyridin-3-yl)amino)cyclohexyl)-5-((((1R,5R,6S)-3-oxabicyclo[4.1.0]heptan-5-yl)methyl)amino)-4-chloropyridazin-3(2H)-one O1[C@@H](COCC1)CN(C1CCC(CC1)N1N=CC(=C(C1=O)Cl)NC[C@@H]1COC[C@@H]2C[C@H]12)C=1C=NC(=CC1)OC(F)(F)F